oxo-phenyl-acetic acid 2-(2-hydroxy-ethoxy)-ethyl ester OCCOCCOC(C(C1=CC=CC=C1)=O)=O